ClC1=C(C=C(C=N1)C#C[Si](C)(C)C)F 2-(6-chloro-5-fluoro-3-pyridyl)ethynyl-trimethyl-silane